CC1=C(C=C(C(=O)NC2=C(C=C(C=C2)C2CCN(CC2)C)C(F)(F)F)C=C1)NC1=NC=CC(=N1)C=1C=NC=CC1 4-Methyl-N-[4-(1-methyl-piperidin-4-yl)-2-trifluoromethyl-phenyl]-3-(4-pyridin-3-yl-pyrimidin-2-ylamino)-benzamide